3-chloro-4-((8-chloro-3-(3-methylbutanoyl)-5-nitro-4-oxo-1,4-dihydroquinolin-2-yl)amino)benzoic acid ClC=1C=C(C(=O)O)C=CC1NC=1NC2=C(C=CC(=C2C(C1C(CC(C)C)=O)=O)[N+](=O)[O-])Cl